FC=1C=C2C(C=C(OC2=CC1)C(=O)NCC1(CCCCC1)O)=O 6-fluoro-N-[(1-hydroxycyclohexyl)methyl]-4-oxo-chromene-2-carboxamide